2-(8-oxa-3-azabicyclo[3.2.1]octan-3-yl)-N-(2-(4,4-difluorocyclohexyl)-4-(2,5-difluorophenyl)pyridin-3-yl)pyrimidine-5-carboxamide C12CN(CC(CC1)O2)C2=NC=C(C=N2)C(=O)NC=2C(=NC=CC2C2=C(C=CC(=C2)F)F)C2CCC(CC2)(F)F